methyl 3-formylcyclohexane-1-carboxylate C(=O)C1CC(CCC1)C(=O)OC